4-methyl-cyclohexane-1,3-diamine CC1C(CC(CC1)N)N